(2-fluoro-5-nitro-phenyl)-acetic acid FC1=C(C=C(C=C1)[N+](=O)[O-])CC(=O)O